CN1C(CN(CC1)C([C@@H](C)OC1=CC=C2C(=CC(OC2=C1)=O)C1=C(C=C(C=C1)F)Cl)=O)C(=O)OC |r| methyl 1-methyl-4-[rac-(2R)-2-[4-(2-chloro-4-fluoro-phenyl)-2-oxo-chromen-7-yl]oxypropanoyl]piperazine-2-carboxylate